[C@H]12CN(C[C@H](CC1)N2)C=2C1=C(N=C(N2)OCC23CCCN3CC(C2)F)CN(CC1)C1=CC=CC2=CC=CC(=C12)CC ((1R,5S)-3,8-diazabicyclo[3.2.1]octan-3-yl)-7-(8-ethylnaphthalen-1-yl)-2-((2-fluorotetrahydro-1H-pyrrolizin-7a(5H)-yl)methoxy)-5,6,7,8-tetrahydropyrido[3,4-d]pyrimidine